ethyl 2-(2-((5-(3-(aminomethyl)phenyl)-7-(((cyclopropylmethyl)(methyl)amino)methyl)benzofuran-3-yl)methoxy)phenyl)acetate NCC=1C=C(C=CC1)C=1C=C(C2=C(C(=CO2)COC2=C(C=CC=C2)CC(=O)OCC)C1)CN(C)CC1CC1